7-benzyloxy-4-chloro-6-methoxyquinoline 5-amino-2-methoxybenzoate NC=1C=CC(=C(C(=O)O)C1)OC.C(C1=CC=CC=C1)OC1=C(C=C2C(=CC=NC2=C1)Cl)OC